1-methyl-N-propylpiperidine-4-sulfonamide CN1CCC(CC1)S(=O)(=O)NCCC